C1(CC1)C=1C(=C(C(=C(C(=O)O)C1)F)F)F 5-Cyclopropyl-2,3,4-trifluorobenzoic acid